FC1=C(C(=CC=C1)F)CS(=O)(=O)NC1=C(C(=C(C=C1F)OC1=NC=CC=C1C1=NC(=NC=C1)N[C@@H]1CNC[C@@](C1)(C)F)F)F 1-(2,6-difluorophenyl)-N-(2,3,6-trifluoro-4-((3-(2-(((3S,5S)-5-fluoro-5-methylpiperidin-3-yl)amino)pyrimidin-4-yl)pyridin-2-yl)oxy)phenyl)methanesulfonamide